ClC=1C=C(CN2N=C3C4=C(CCC3=C2)OC(=C4C)C(=O)NCC=4C=NC=CC4)C=CC1 2-(3-chlorobenzyl)-8-methyl-N-(pyridin-3-ylmethyl)-4,5-dihydro-2H-furo[2,3-g]indazole-7-carboxamide